Cl.N=C(N(CC(O)=O)C([2H])([2H])[2H])NC(CCCCCCCCCCC)=O (S)-5-imino-17-methyl-4-(methyl-d3)-1-oxa-4,6-diaza-heptadecane-2,7-dione hydrochloride